C(C)(C)O[Ba]OC(C)C di-i-propyloxybarium